i-decylstyrene C(CCCCCCC(C)C)C=CC1=CC=CC=C1